CC1=NN(C(=C1)C)C=1C=CC(N(N1)CC1CN(C1)C=1C=CC=2N(N1)C=CN2)=O 6-(3,5-dimethylpyrazol-1-yl)-2-[(1-imidazo[1,2-b]pyridazin-6-ylazetidin-3-yl)methyl]pyridazin-3-one